OC[C@H]1[C@H]([C@H]2[C@H](OC(O2)(C)C)O1)O (3aS,5S,6R,6aS)-5-(hydroxymethyl)-2,2-dimethyltetrahydrofuro[2,3-d][1,3]dioxol-6-ol